6,7-dichloro-3-(2-chloro-5-(trifluoromethyl)pyrimidin-4-yl)-1H-indole ClC1=CC=C2C(=CNC2=C1Cl)C1=NC(=NC=C1C(F)(F)F)Cl